Cl.NC1C(NC(CC1)=O)=O 3-aminopiperidin-2,6-dione hydrochloride